(2S)-2-(4,4-difluoro-3-(6-(hydroxymethyl)-5-methoxypyrazin-2-yl)piperidin-1-yl)-N-(6,7-dihydro-5H-indeno[5,6-d]thiazol-2-yl)propanamide FC1(C(CN(CC1)[C@H](C(=O)NC=1SC2=C(N1)C=C1CCCC1=C2)C)C2=NC(=C(N=C2)OC)CO)F